ethyl 1-[[3-fluoro-4-[[2-(trifluoromethyl)-1,3-dioxolan-2-yl]methoxy]phenyl]methyl]-1H-pyrazole-4-carboxylate FC=1C=C(C=CC1OCC1(OCCO1)C(F)(F)F)CN1N=CC(=C1)C(=O)OCC